C(#N)CC1CC(C1)(C1=NN=CN1C)C=1C=C(C=CC1)NC(=O)C1=CC(=C2C(=N1)C(=CN2)C)C=O N-(3-((1s,3s)-3-(cyanomethyl)-1-(4-methyl-4H-1,2,4-triazol-3-yl)cyclobutyl)phenyl)-7-formyl-3-methyl-1H-pyrrolo[3,2-b]pyridine-5-carboxamide